6-Methoxy-2-phenyl-N-(4-(trifluoromethoxy)phenyl)-1H-imidazo[4,5-b]pyrazin-5-amin COC1=C(N=C2C(=N1)NC(=N2)C2=CC=CC=C2)NC2=CC=C(C=C2)OC(F)(F)F